2-(3-(2,6-dioxopiperidin-3-yl)-2-(trifluoromethyl)phenoxy)acetamide O=C1NC(CCC1C=1C(=C(OCC(=O)N)C=CC1)C(F)(F)F)=O